(2S,6S)-2-methyl-3-(3-(1,2,3,4-tetrahydroisoquinoline-2-carbonyl)phenyl)-5,6-dihydro-2H-2,6-Methanobenzo[g][1,3,5]oxadiazocine-4(3H)-one C[C@@]12OC3=C([C@@H](NC(N1C1=CC(=CC=C1)C(=O)N1CC4=CC=CC=C4CC1)=O)C2)C=CC=C3